CC(C)NC(=O)C=1C=CC2=C(C1)[C@@]1([C@H](C1)C(=O)OCC)CCO2 ethyl (1'R,2'S)-6-[(propan-2-yl)carbamoyl]-2,3-dihydrospiro[[1]benzopyran-4,1'-cyclopropane]-2'-carboxylate